COCCO[C@@H]1CC[C@H](CC1)NC1=NN2C(C=N1)=C(C=C2)C=2C=C1C=CC=NC1=CC2 N-(trans-4-(2-methoxyethoxy)cyclohexyl)-5-(quinolin-6-yl)pyrrolo[2,1-f][1,2,4]triazin-2-amine